O=S1(CC(=C1)[C@H](C)NC(OC(C)(C)C)=O)=O tert-butyl N-[(1S)-1-(1,1-dioxo-2H-thiet-3-yl)ethyl]carbamate